N[C@@H](CCCCN)C(=O)O.P(=O)(OC(C)N1N=CC(=C1)C=1SC=C(N1)C(NC=1C(=NN(C1)C1CCC(CC1)OCC)C1=NC(=CC=C1F)F)=O)(O)O 1-(4-(4-((3-(3,6-difluoropyridin-2-yl)-1-((1r,4r)-4-ethoxycyclohexyl)-1H-pyrazol-4-yl)carbamoyl)thiazol-2-yl)-1H-pyrazol-1-yl)ethyl dihydrogen phosphate lysine salt